CC(CCC1=CC=C(C=C1)C1OC2=CC(=NC(NS(C=3C=CC=C(C(NC1)=O)C3)(=O)=O)=N2)C2=C(C=CC=C2C)C)(C)C 10-[4-(3,3-dimethylbutyl)phenyl]-6-(2,6-dimethylphenyl)-2,2-dioxo-9-oxa-2λ6-thia-3,5,12,19-tetrazatricyclo[12.3.1.14,8]nonadeca-1(18),4(19),5,7,14,16-hexaen-13-one